C(#N)N1C[C@H]([C@@H](C1)C)C(=O)NC=1N=CN(C1)C1=CC=CC=C1 (3S,4S)-1-cyano-4-methyl-N-(1-phenyl-1H-imidazol-4-yl)pyrrolidine-3-carboxamide